9,10-bis[N-(2-naphthyl)anilino]anthracene [2-oxo-3-(2,4,6-trimethylphenyl)-1-oxaspiro[4.4]non-3-en-4-yl]3,3-dimethylbutanoate O=C1OC2(C(=C1C1=C(C=C(C=C1C)C)C)OC(CC(C)(C)C)=O)CCCC2.C2=C(C=CC1=CC=CC=C21)N(C2=CC=CC=C2)C=2C1=CC=CC=C1C(=C1C=CC=CC21)N(C2=CC=CC=C2)C2=CC1=CC=CC=C1C=C2